3-AMINOCARBONYL-2-FLUOROPHENYLBORONIC ACID NC(=O)C=1C(=C(C=CC1)B(O)O)F